3-[6-fluoro-1-oxo-5-[4-[[4-(piperazin-1-ylmethyl)cyclohexyl]methyl]piperazin-1-yl]isoindolin-2-yl]piperidine-2,6-dione FC1=C(C=C2CN(C(C2=C1)=O)C1C(NC(CC1)=O)=O)N1CCN(CC1)CC1CCC(CC1)CN1CCNCC1